2-(2-hexadecyl-4,5-dihydro-1H-imidazol-1-yl)ethanol C(CCCCCCCCCCCCCCC)C=1N(CCN1)CCO